3-amino-4-(5-methyl-1H-indazol-4-yl)-6-(2-(phenylsulfanyl)pyrimidin-4-yl)pyridinecarboxamide NC=1C(=NC(=CC1C1=C2C=NNC2=CC=C1C)C1=NC(=NC=C1)SC1=CC=CC=C1)C(=O)N